((2R,3R,4R,5R)-5-(2-(2-cyclohexylacetamido)-6-(methylamino)-9H-purin-9-yl)-4-fluoro-3-hydroxy-4-methyltetrahydrofuran-2-yl)methyl 2-cyclohexylacetate C1(CCCCC1)CC(=O)OC[C@H]1O[C@H]([C@]([C@@H]1O)(C)F)N1C2=NC(=NC(=C2N=C1)NC)NC(CC1CCCCC1)=O